2,4-dichloro-3-methylquinoline ClC1=NC2=CC=CC=C2C(=C1C)Cl